CN1N=CC(=C1)C(=O)NC1=NC(=CC=C1)N1N=C(C2=CC=CC=C12)NC1=CC=C(C=C1)C=1C=NN(C1)C1OCCCC1 1-methyl-N-[6-[3-[4-(1-tetrahydropyran-2-ylpyrazol-4-yl)anilino]indazol-1-yl]-2-pyridinyl]pyrazole-4-carboxamide